5-ISOCYANO-1H-INDOLE [N+](#[C-])C=1C=C2C=CNC2=CC1